6-(8-oxa-3-azabicyclo[3.2.1]oct-3-yl)-4-((R)-2-methylpiperazin-1-yl)pyridazine-3-carbonitrile C12CN(CC(CC1)O2)C2=CC(=C(N=N2)C#N)N2[C@@H](CNCC2)C